CC1=N[C@@H](CC2=CC=C(C=C12)OCCCCCCCCCCCCC)C(=O)OC methyl (S)-1-methyl-7-(tridecyloxy)-3,4-dihydroisoquinoline-3-carboxylate